CO[Si](CCCNCCNCCC[Si](OC)(OC)OC)(OC)OC bis-[3-(trimethoxy-silyl)-propyl]-ethylenediamine